O.[Si].[F] fluorine silicon water